C1(=CC=CC=C1)[Si](C(C1=CC=CC=C1)(C1=CC=CC=C1)C1=CC=CC=C1)(C1=CC=CC=C1)C1=CC=CC=C1 triphenyl(triphenylmethyl)-silane